COCCOCCCN 3-(2-methoxyethoxy)propylamine